N-(4-(2,4-difluorophenoxy)-3-(3-methyl-2-oxo-2,3-dihydrobenzo[d]thiazol-6-yl)phenyl)-4-fluorobenzenesulfonamide FC1=C(OC2=C(C=C(C=C2)NS(=O)(=O)C2=CC=C(C=C2)F)C2=CC3=C(N(C(S3)=O)C)C=C2)C=CC(=C1)F